NC1=C2C(=NC=N1)N(N=C2N2C(=CC1=CC=CC=C21)C(=O)NC=2SC=NN2)C(C)(C)C (4-amino-1-tert-butyl-pyrazolo[3,4-d]pyrimidin-3-yl)-N-(1,3,4-thiadiazol-2-yl)-1H-indole-2-carboxamide